OC1=C(C=C(C=C2C(NC(NC2=O)=S)=O)C=C1OC)OC 5-(4-Hydroxy-3,5-dimethoxybenzylidene)-2-thioxodihydropyrimidine-4,6(1H,5H)-dione